CC(=CCCC1CC2=C(C3=CC=CC=C3C(=C2CC1)O)OC(C(=C)C)=O)C 2-(4-methyl-3-pentenyl)-9-methacryloyloxy-10-hydroxy-1,2,3,4-tetrahydroanthracene